tetrapropylammonium perruthenate [Ru](=O)(=O)(=O)[O-].C(CC)[N+](CCC)(CCC)CCC